benzofuran-2(3H)-on O1C(CC2=C1C=CC=C2)=O